ClC=1C(=C(C=CC1)NC=1C(=NN2C1C(NCC2)=O)C2=CC=NC1=CC(=NC=C21)OC)OC [(3-chloro-2-methoxyphenyl)amino]-2-(7-methoxy-1,6-naphthyridin-4-yl)-5H,6H,7H-pyrazolo[1,5-a]pyrazin-4-one